(1R,2S,5S)-3-(tert-butyloxycarbonyl)-6-oxa-3-azabicyclo[3.1.0]hexane-2-carboxylic acid C(C)(C)(C)OC(=O)N1[C@@H]([C@H]2O[C@H]2C1)C(=O)O